CN1C(C2=C(C=3C=CN=C(C13)OCC1(CC1)S(=O)(=O)C)NN=C2NCC2=CC=C(C#N)C=C2)=O 4-(((5-methyl-6-((1-(methylsulfonyl)cyclopropyl)methoxy)-4-oxo-4,5-dihydro-1H-pyrazolo[4,3-c][1,7]naphthyridin-3-yl)amino)methyl)benzonitrile